N-[(2-Amino-3-pyridyl)sulfonyl]-6-(2,3-dihydro-1,4-benzodioxin-6-yl)-2-[(4S)-2,2,4-trimethylpyrrolidin-1-yl]pyridin-3-carboxamid NC1=NC=CC=C1S(=O)(=O)NC(=O)C=1C(=NC(=CC1)C1=CC2=C(OCCO2)C=C1)N1C(C[C@@H](C1)C)(C)C